2,4-bis(4-bromophenyl)-6-phenyl-1,3,5-triazine BrC1=CC=C(C=C1)C1=NC(=NC(=N1)C1=CC=C(C=C1)Br)C1=CC=CC=C1